4-(8-((2-cyclopropyl-5-ethoxy-4'-fluoro-[1,1'-biphenyl]-4-yl)methyl)-2-oxo-1-oxa-3,8-diazaspiro[4.5]decan-3-yl)-N-((2S,3R,4R,5R)-2,3,4,5,6-pentahydroxyhexyl)benzamide C1(CC1)C1=C(C=C(C(=C1)CN1CCC2(CN(C(O2)=O)C2=CC=C(C(=O)NC[C@@H]([C@H]([C@@H]([C@@H](CO)O)O)O)O)C=C2)CC1)OCC)C1=CC=C(C=C1)F